C(CO)(=O)O.N[C@@H](C)C(=O)O alanine glycolate